tert-butyl 4-(2-chloro-4-((2,6-dioxopiperidin-3-yl)amino)phenyl)piperidine-1-carboxylate ClC1=C(C=CC(=C1)NC1C(NC(CC1)=O)=O)C1CCN(CC1)C(=O)OC(C)(C)C